CC(C=O)=CC=CC=C(C=CC=C(C=CC1=C(C([C@H](CC1(C)C)O)=O)C)C)C (S)-2,7,11-trimethyl-13-(4-hydroxy-2,6,6-trimethyl-3-oxo-1-cyclohexen-1-yl)-2,4,6,8,10,12-trideca-hexaen-1-al